OC(CC(=O)O)CCCCCCCC(CC)C 3-hydroxy-11-methyltridecanoic acid